C(C)(C)NC1=NC=C(C(N1C)=O)C1=NC(=C(C=C1)OC1=CC(=NC=C1)C=1C=NN(C1)C)C 2-(isopropylamino)-3-methyl-5-(6-methyl-5-((2-(1-methyl-1H-pyrazol-4-yl)pyridin-4-yl)oxy)pyridin-2-yl)pyrimidin-4(3H)-one